C(=O)C=1N=NN(N1)C1=CC(=C(C#N)C=C1)OC 4-(5-formyl-2H-tetrazol-2-yl)-2-methoxybenzonitrile